C1(CCCCC1)C1=CC(=NO1)C[C@@H]1[C@@H]([C@H]([C@H]([C@H](O1)CO)O)N1N=NC(=C1)C1=C(C(=C(C=C1)C)F)F)OC (2R,3R,4S,5R,6R)-6-((5-cyclohexylisoxazol-3-yl)methyl)-4-(4-(2,3-difluoro-4-methylphenyl)-1H-1,2,3-triazol-1-yl)-2-(hydroxymethyl)-5-methoxytetrahydro-2H-pyran-3-ol